CCC(CC)C(=O)O pentane-3-carboxylic acid